(Z)-but-2-en-1,4-diol C(\C=C/CO)O